4-(((1r,4r)-4-morpholinocyclohexyl)oxy)-N-(1-(piperidin-4-yl)-1H-pyrazol-4-yl)furo[3,2-d]pyrimidin-2-amine hydrochloride Cl.O1CCN(CC1)C1CCC(CC1)OC=1C2=C(N=C(N1)NC=1C=NN(C1)C1CCNCC1)C=CO2